2-(2-Quinolin-3-Ylpyridin-4-Yl)-1,5,6,7-Tetrahydro-4h-Pyrrolo[3,2-C]pyridin-4-One N1=CC(=CC2=CC=CC=C12)C1=NC=CC(=C1)C1=CC=2C(NCCC2N1)=O